C(C=C)N(C)C N-allyl-N,N-dimethylamine